2,2-bis[4-hydroxyphenyl]propyl carbonate C(OCC(C)(C1=CC=C(C=C1)O)C1=CC=C(C=C1)O)([O-])=O